(diphenyltriazinyl)[(dimethylfluorenyl)dibenzofuranyl]biphenyl C1(=CC=CC=C1)C1=C(C(=NN=N1)C=1C(=C(C=CC1)C1=CC=CC=C1)C1=C(C=CC=2OC3=C(C21)C=CC=C3)C3=C(C(=CC=2C1=CC=CC=C1CC32)C)C)C3=CC=CC=C3